ethyl 2-((3-chloropropyl)thio)acetate ClCCCSCC(=O)OCC